ClC1=C2C(=C3C(=C4C(=NC3=C1)C1=CC3=C(C(N1C4)=O)COC([C@]3(O)CC)=O)CCl)C=CO2 (S)-4-chloro-15-(chloromethyl)-8-ethyl-8-hydroxy-11,14-dihydro-12H-furo[3,2-f]pyrano[3',4':6,7]indolizino[1,2-b]quinoline-9,12(8H)-dione